tert-butyl-(5-methoxy-2,2-dimethyl-1,3-benzodioxol-4-yl)phosphine C(C)(C)(C)PC1=C(C=CC=2OC(OC21)(C)C)OC